The molecule is a member of the class of glycerophosphoglycerols that is sn-glycero-3-phospho-(1'-sn-glycerol) in which the hydroxy hydrogens at positions 1, 2 and 3' have been replaced by oleoyl groups. It derives from an oleic acid. It is a conjugate acid of a 1,2-dioleoyl-sn-glycero-3-phospho-1'-(3'-oleoyl)-sn-glycerol(1-). CCCCCCCC/C=C\\CCCCCCCC(=O)OC[C@@H](COP(=O)(O)OC[C@@H](COC(=O)CCCCCCC/C=C\\CCCCCCCC)OC(=O)CCCCCCC/C=C\\CCCCCCCC)O